(R)-N-(1-(4-chloro-3-(2,2,2-trifluoroethoxy)phenyl)cyclopropyl)-3-(2,4-difluorophenyl)-3-hydroxybutanamide ClC1=C(C=C(C=C1)C1(CC1)NC(C[C@@](C)(O)C1=C(C=C(C=C1)F)F)=O)OCC(F)(F)F